tert-Butyl (2-((3-((4-cyano-3-fluorophenoxy)methyl)-1-((2,4-dichlorophenyl)sulfonyl)azetidin-3-yl)amino)-2-oxoethyl)carbamate C(#N)C1=C(C=C(OCC2(CN(C2)S(=O)(=O)C2=C(C=C(C=C2)Cl)Cl)NC(CNC(OC(C)(C)C)=O)=O)C=C1)F